ethyl (2E)-3-[(4S)-7-(3,5-dimethylisoxazol-4-yl)-2-oxo-4-pyridin-2-yl-1,2,4,5-tetrahydroimidazo[1,5,4-de][1,4]benzoxazin-9-yl]acrylate 2,2,2-trifluoroacetate FC(C(=O)O)(F)F.CC1=NOC(=C1C1=CC(=C2C=3N([C@H](COC31)C3=NC=CC=C3)C(N2)=O)/C=C/C(=O)OCC)C